BrCCCCCCCCCC(=O)C1=C(C(=C(C(=C1)OC)C)C)OC 10-bromo-1-(2,5-dimethoxy-3,4-dimethyl-phenyl)decan-1-one